(5-chlorothiazol-2-yl)methanol ClC1=CN=C(S1)CO